2-((6-((3-fluorobenzyl)amino)-2-(prop-1-yn-1-yl)-9H-purine-9-yl)methyl)tetrahydrothiophene-3,4-diol FC=1C=C(CNC2=C3N=CN(C3=NC(=N2)C#CC)CC2SCC(C2O)O)C=CC1